4-chloro-3-(3,3,4,4-tetrafluoropyrrolidin-1-yl)-1H-pyrazolo[3,4-c]pyridine ClC1=C2C(=CN=C1)NN=C2N2CC(C(C2)(F)F)(F)F